OC=1C(=CC(=C2C=CC=NC12)CN(C([O-])=O)C)[N+](=O)[O-] N-(8-hydroxyl-7-nitroquinolin-5-yl)methyl-N-methylcarbamate